C1(CC1)COC=1C2=C(N(N=C2C=CC1)C)C(=O)NCCNS(=O)(=O)C (cyclopropylmethoxy)-N-(2-methanesulfonamidoethyl)-2-methyl-2H-indazole-3-carboxamide